COC=1N=CC(=NC1)NC1=NC=CC(=C1)COC1=CC=C(C2=CC=CC=C12)NC(N)=O 3-(4-((2-((5-methoxypyrazin-2-yl)amino)pyridin-4-yl)methoxy)naphthalen-1-yl)urea